C(C)(C)(C)OC(=O)N1[C@@H]2C[C@H]([C@H]([C@H]1CO)C2)O[Si](C2=CC=CC=C2)(C2=CC=CC=C2)C(C)(C)C (1S,3S,4S,5R)-5-[(tert-butyldiphenylsilyl)oxy]-3-(hydroxymethyl)-2-azabicyclo[2.2.1]Heptane-2-carboxylic acid tert-butyl ester